C12(OCC(C1)C2)C2=NC(=CC(=N2)NC2=C(C=NC(=C2)NC(C)=O)C2=NC=C(C=C2)COC(F)F)C N-(4'-((2-(2-oxabicyclo[2.1.1]hex-1-yl)-6-methylpyrimidin-4-yl)amino)-5-((difluoromethoxy)methyl)-[2,3'-bipyridyl]-6'-yl)acetamide